2-((2,4-difluoro-6-methylphenyl)-amino)-5-(trifluoromethyl)benzoic acid FC1=C(C(=CC(=C1)F)C)NC1=C(C(=O)O)C=C(C=C1)C(F)(F)F